[Cl-].O1C=[NH+]C=C1 Oxazolium chloride